FC1([C@H](CN(CC1)[C@H](C(=O)NC1=NC=C(C=C1)F)C)C1=CC=[N+](C=C1)[O-])F 4-((S)-4,4-difluoro-1-((S)-1-((5-fluoropyridin-2-yl)amino)-1-oxopropan-2-yl)piperidin-3-yl)pyridin-1-oxide